C(=O)(O)C=1C(NC(N([C@H]2[C@H](O)[C@H](O)[C@@H](CO)O2)C1)=O)=O 5-carboxy-uridine